tri(hexylphenyl)bromomethane C(CCCCC)C1=C(C=CC=C1)C(Br)(C1=C(C=CC=C1)CCCCCC)C1=C(C=CC=C1)CCCCCC